(1R,2S)-1-(6-bromo-2-methoxy-3-quinolinyl)-4-(dimethylamino)-2-(1-naphthyl)-1-phenyl-2-butanol fumarate C(\C=C\C(=O)O)(=O)O.BrC=1C=C2C=C(C(=NC2=CC1)OC)[C@H]([C@](CCN(C)C)(O)C1=CC=CC2=CC=CC=C12)C1=CC=CC=C1